CN(C(=O)OCC)OC(C=C)=O (methyl)acryloyloxyurethane